mercaptohexyl phosphate P(=O)(OCCCCCCS)([O-])[O-]